Ethyl-3-hydroxybutanoat C(C)OC(CC(C)O)=O